CC=1C=C(C=CC1OC1=CC=2N(C=C1)N=CN2)NC=2C1=C(N=CN2)C=CC(=N1)N[C@H]1CN(CCC1)C(=O)OC(C)(C)C tertbutyl (3R)-3-({4-[(3-methyl-4-{[1,2,4]triazolo[1,5-a]pyridin-7-yloxy}phenyl)amino]pyrido[3,2-d]pyrimidin-6-yl}amino)piperidine-1-carboxylate